1,1,1-Trifluoro-N-(2-((3R,4S)-4-hydroxy-3-((2-phenylthiazol-5-yl)methyl)chroman-7-yl)phenyl)methansulfonamid FC(S(=O)(=O)NC1=C(C=CC=C1)C1=CC=C2[C@H]([C@@H](COC2=C1)CC1=CN=C(S1)C1=CC=CC=C1)O)(F)F